5-(furan-3-yl)pyrimidin-2-amine O1C=C(C=C1)C=1C=NC(=NC1)N